[N+](=O)([O-])C1=C(C=C(C(=C1)OCC1=CC=CC=C1)OCC1=CC=CC=C1)I 2-Nitro-4,5-bis(benzyloxy)iodobenzene